NC1=NC=CC(=C1C#CC1N(CCCC1)C(=O)OC(C)(C)C)Cl tert-Butyl 2-((2-amino-4-chloropyridin-3-yl)ethynyl)piperidine-1-carboxylate